ClC1=C(C=CC(=C1)C(F)(F)F)C1=C(C(=C(C(=O)N)C=C1)OC)CCN(C)C (2-chloro-4-(trifluoromethyl)phenyl)-3-(2-(dimethylamino)ethyl)-2-methoxybenzamide